2-[4-[4-[(2,6-Dioxo-3-piperidyl)amino]pyrazol-1-yl]-1-piperidyl]acetic acid O=C1NC(CCC1NC=1C=NN(C1)C1CCN(CC1)CC(=O)O)=O